7-methyl-2-hydroxymethyl-oxaoctane CC(CCCCC(O)CO)C